CN1C(=C(C=CC1=O)C1=C(C=C(C=C1F)NC([C@H](C(C1=CC=CC=C1)C1=CC=CC=C1)NC(=O)C1=CC=NN1C)=O)F)C (S)-N-(1-((4-(1,2-dimethyl-6-oxo-1,6-dihydropyridin-3-yl)-3,5-difluorophenyl)amino)-1-oxo-3,3-diphenylpropan-2-yl)-1-methyl-1H-pyrazole-5-carboxamide